2-(4-bromophenyl)-6-fluoro-[1,2,4]triazolo[1,5-a]pyridine BrC1=CC=C(C=C1)C1=NN2C(C=CC(=C2)F)=N1